(2S,4R)-1-(2-(3-acetyl-5-(2-methylpyrimidin-5-yl)-1H-indazol-1-yl)acetyl)-N-(3-(4-chloro-1H-benzo[d]imidazol-5-yl)-2-fluorophenyl)-4-fluoropyrrolidine-2-carboxamide C(C)(=O)C1=NN(C2=CC=C(C=C12)C=1C=NC(=NC1)C)CC(=O)N1[C@@H](C[C@H](C1)F)C(=O)NC1=C(C(=CC=C1)C1=C(C2=C(NC=N2)C=C1)Cl)F